6,7-dihydrodipyrido[1,2-a:2',1'-c]pyrazine-5,8-diium C1=CC=C[N+]2=C1C1=[N+](CC2)C=CC=C1